(R)-1-(1-(4-cyanomethylpiperidin-1-yl)-1,6-dihydroimidazo[4,5-d]pyrrolo[2,3-b]pyridin-2-yl)ethyl Cbz-D-valinate C(=O)(OCC1=CC=CC=C1)N[C@H](C(C)C)C(=O)O[C@H](C)C1=NC=2C(=C3C(=NC2)NC=C3)N1N1CCC(CC1)CC#N